C(C)(C)(C)N1CC(C1)O tert-Butyl-3-hydroxyazetidine